C(C)C1CNCCC12OC1(CCCCCCCCCCC1)NC2=O ethyl-7-oxa-3,20-diazadispiro[5.1.11.2]heneicosane-21-one